FC1=C(C=CC=C1)C(C1=CC(=CC(=N1)C(=O)NC)C(=O)N[C@@H]1[C@H](C1)C)O 6-((2-fluorophenyl)(hydroxy)methyl)-N2-methyl-N4-((1S,2S)-2-methylcyclopropyl)pyridine-2,4-dicarboxamide